NC1=CC=C(C(C(F)(F)F)(C(F)(F)F)C2=CC=C(C=C2)C(C2=CC=C(C=C2)N)(C(F)(F)F)C(F)(F)F)C=C1 1,4-bis(4-amino-α,α-bis-trifluoromethylbenzyl)benzene